[Na+].[Na+].[SeH-]=[Se].[SeH-]=[Se] diselenide disodium salt